C(C)(C)(C)OC(=O)N1CCC(CC1)CC(=O)O 2-(1-(tert-Butoxycarbonyl)piperidin-4-yl)acetic acid